2-(5-(Benzyloxy)pyridin-3-yl)-4-chloro-1H-pyrrolo[2,3-b]pyridine C(C1=CC=CC=C1)OC=1C=C(C=NC1)C1=CC=2C(=NC=CC2Cl)N1